3,4-dimethyl-6-nitrophenol CC=1C=C(C(=CC1C)[N+](=O)[O-])O